O1CCC(CC1)CN1C(C(=CC1=O)C1=CC=C(C=C1)C(F)(F)F)=O 1-((tetrahydro-2H-pyran-4-yl)methyl)-3-(4-(trifluoromethyl)phenyl)-1H-pyrrole-2,5-dione